N1(CCCC1)C1=NC=CC(=C1N)N (pyrrolidin-1-yl)pyridine-3,4-diamine